4-(3-isopropyl-5-(piperidin-4-yl)-1H-indol-2-yl)-1H-pyrazolo[3,4-b]pyridine C(C)(C)C1=C(NC2=CC=C(C=C12)C1CCNCC1)C1=C2C(=NC=C1)NN=C2